2,3-dimethoxy-1-propanol COC(CO)COC